3-chloro-4,5-difluoro-1,2-diazine ClC=1N=NC=C(C1F)F